3-o-tolyl-3-oxopropionic acid ethyl ester C(C)OC(CC(=O)C1=C(C=CC=C1)C)=O